The molecule is a dicarboxylic acid comprising a glutaric acid core with a methylene group at the 2-position. It derives from a glutaric acid. It is a conjugate acid of a 2-methylideneglutarate(2-). C=C(CCC(=O)O)C(=O)O